Cl.C(C#C)C(C[C@H](N)C(=O)O)C(=O)O γ-propargyl-L-glutamate hydrochloride